CC1(N(CC1)CCCOC=1C(=C(C=CC1)C=1C(=C(C=CC1)C=1C=C2CCNCC2=CC1)C#N)C)C 3'-(3-(2,2-dimethylazetidin-1-yl)propoxy)-2'-methyl-3-(1,2,3,4-tetrahydroisoquinolin-6-yl)-[1,1'-biphenyl]-2-carbonitrile